C12(CC3CC(CC(C1)C3)C2)CS(=O)(=O)[O-] (adamantan-1-yl)methanesulfonate